C(C)C(CO)C(CO)CC 2-ethyl-3-ethyl-1,4-butanediol